2,2'-azobis(2-methyl-N-[1,1-bis(hydroxymethyl)-2-hydroxyethyl]propionAmid) N(=NC(C(=O)NC(CO)(CO)CO)(C)C)C(C(=O)NC(CO)(CO)CO)(C)C